OC(CCCCCCCCCCCCCCCC(=O)O)CC=CCC=CCC 17-Hydroxy-pentacosa-19,22-dienoic acid